C(C)(=O)O[C@@H]1[C@@](O[C@H]([C@H]1OC(C)=O)N1C(NC(C(=C1)F)=O)=O)(C=C)COC(C)=O (2R,3S,4S,5R)-2-(acetoxymethyl)-5-(5-fluoro-2,4-dioxo-3,4-dihydropyrimidin-1(2H)-yl)-2-vinyltetrahydrofuran-3,4-diyl diacetate